FC1CC(C1)CNCC=1C=CC=2N(C1)C=C(N2)CN2C(C1=CN=CC(=C1C=C2)N2CC(C2)C2=CC=NC=C2)=O 2-{[6-({[(3-fluorocyclobutyl)methyl]amino}methyl)imidazo[1,2-a]pyridin-2-yl]methyl}-5-[3-(pyridin-4-yl)azetidin-1-yl]-1,2-dihydro-2,7-naphthyridin-1-one